(2S,4S,5R,6R)-6-((1R,2R)-3-azido-1,2-dihydroxypropyl)-2-(benzylthio)-4-hydroxy-5-(2-hydroxyacetamido)tetrahydro-2H-pyran-2-carboxylic acid N(=[N+]=[N-])C[C@H]([C@@H](O)[C@H]1[C@@H]([C@H](C[C@@](O1)(C(=O)O)SCC1=CC=CC=C1)O)NC(CO)=O)O